C(CCC)C1=CC=C(C(=O)NO)C=C1 4-butylbenzhydroxamic acid